COC1=CC=CC(=N1)C1=CC=CC2=C1OC(CO2)CNCC2CCN(CC2)C(=O)C2CCOCC2 [4-({[8-(6-Methoxy-pyridin-2-yl)-2,3-dihydro-benzo[1,4]dioxin-2-ylmethyl]-amino}-methyl)-piperidin-1-yl]-(tetrahydro-pyran-4-yl)-methanone